(R)-2-Methyl-propane-2-sulfinic acid {(R or S)-1-[4-chloro-5-(1-methyl-2-oxo-1,2,3,4-tetrahydro-quinolin-6-yl)-pyridin-3-yl]-ethyl}-amide ClC1=C(C=NC=C1C=1C=C2CCC(N(C2=CC1)C)=O)[C@@H](C)N[S@](=O)C(C)(C)C |o1:19|